(2R,5S)-tert-butyl 4-(2-((1H-pyrazolo[4,3-c]pyridin-7-yl)amino)-2-oxoacetyl)-5-(4-fluorophenyl)-2-methylpiperazine-1-carboxylate N1N=CC=2C=NC=C(C21)NC(C(=O)N2C[C@H](N(C[C@@H]2C2=CC=C(C=C2)F)C(=O)OC(C)(C)C)C)=O